P(=O)(OCCCCCCCCCCCCCCCC)(OCCCCCCCCCCCCCCCC)[O-] dicetyl phosphate